5-(Ethylthio)-1H-tetrazole C(C)SC1=NN=NN1